N-[(6-Amino-2-pyridyl)sulfonyl]-6-tert-butyl-5-(4,7,7-trimethyl-3-bicyclo[2.2.1]hept-2-enyl)-2-(2,2,4-trimethylpyrrolidin-1-yl)pyridin-3-carboxamid NC1=CC=CC(=N1)S(=O)(=O)NC(=O)C=1C(=NC(=C(C1)C1=CC2CCC1(C2(C)C)C)C(C)(C)C)N2C(CC(C2)C)(C)C